methyl-sinapic acid C/C(/C(=O)O)=C\C1=CC(OC)=C(O)C(OC)=C1